1-(6-(Bromomethyl)naphthalen-2-yl)ethan-1-one BrCC=1C=C2C=CC(=CC2=CC1)C(C)=O